5-(methylamino)-6-(3-methylimidazo[4,5-c]pyridin-7-yl)-3-[[5-methyl-6-[(3S)-3-methylmorpholin-4-yl]-3-pyridyl]amino]pyrazine-2-carboxamide CNC=1N=C(C(=NC1C=1C2=C(C=NC1)N(C=N2)C)C(=O)N)NC=2C=NC(=C(C2)C)N2[C@H](COCC2)C